[OH-].[V+3].[OH-].[OH-] Vanadium (III) hydroxide